ClC=1C=CC(=C(C1)S(=O)(=O)N(C=1SC=CN1)CC1=C(C=C(C=C1)OC)OC)F 5-chloro-N-(2,4-dimethoxybenzyl)-2-fluoro-N-(thiazol-2-yl)benzenesulfonamide